NCCC[Si](O[Si](C)(C)C)(O[Si](C)(C)C)O[Si](C)(C)C 3-aminopropyltris(trimethyl-silanyloxy)-silane